NC12[C@H](CC(CC1)(CC2)NC(=O)[C@H]2OC1=C(C(C2)=O)C=C(C=C1)Cl)O (2S)-N-[(3S)-4-amino-3-hydroxybicyclo[2.2.2]oct-1-yl]-6-chloro-4-oxo-3,4-dihydro-2H-1-benzopyran-2-carboxamide